ClC1=C(C=C(C=C1N1[C@H](CNCC1)C)C#N)NC1=NC=2N(C(=N1)NCC)N=CC2C#N (S)-2-((2-chloro-5-cyano-3-(2-methylpiperazin-1-yl)phenyl)amino)-4-(ethylamino)pyrazolo[1,5-a][1,3,5]triazine-8-carbonitrile